[(2S,5S)-5-[[4-(azepan-1-yl)-7-[8-ethyl-3-(methoxymethoxy)-1-naphthyl]-8-fluoro-pyrido[4,3-d]pyrimidin-2-yl]oxymethyl]-1-methyl-pyrrolidin-2-yl]methoxy-tert-butyl-diphenyl-silane N1(CCCCCC1)C=1C2=C(N=C(N1)OC[C@@H]1CC[C@H](N1C)CO[Si](C1=CC=CC=C1)(C1=CC=CC=C1)C(C)(C)C)C(=C(N=C2)C2=CC(=CC1=CC=CC(=C21)CC)OCOC)F